ClC1=CC=C(C(=C1C(=O)NC1=C2C(N(CC2=CC=C1)[C@@H](C(C)(C)O)C1CC1)=O)F)C (R)-6-chloro-N-(2-(1-cyclopropyl-2-hydroxy-2-methylpropyl)-3-oxoisoindolin-4-yl)-2-fluoro-3-methylbenzamide